CCCCCC\C=C/CCCCCCCCCC (Z)-7-Octadecene